C(CCC)[N+](=C)[O-] N-butyl-nitrone